NC=1C=C(C=CC1O)C[C@@H](CC(C(=O)OCC)C)NC(=O)OC(C)(C)C (4R)-ethyl 5-(3-amino-4-hydroxyphenyl)-4-((tert-butoxycarbonyl)amino)-2-methylpentanoate